C(C)(C)C=1C=C2C=CNC(C2=CC1)C 6-isopropyl-1-methyl-1,2-dihydroisoquinoline